C(C#C)C(COCCOCCOCCO)O propargyltetraethyleneglycol